BrC1=CN(C2=NC=CC=C21)COCC[Si](C)(C)C 3-bromo-1-((2-(trimethylsilyl)ethoxy)methyl)-1H-pyrrolo[2,3-b]Pyridine